Methyl 2-(4-amino-1-(4-(aminomethyl)benzyl)-2-butyl-1H-imidazo[4,5-c]quinolin-7-yl)acetate NC1=NC=2C=C(C=CC2C2=C1N=C(N2CC2=CC=C(C=C2)CN)CCCC)CC(=O)OC